C(#N)C(CN1CC2=C(C=CC(=C2C1=O)NC1CCN(CC1)C(=O)OC(C)(C)C)C1=CC=C2C=NN(C2=C1)C)=C tert-butyl 4-[[2-(2-cyanoallyl)-7-(1-methylindazol-6-yl)-3-oxo-isoindolin-4-yl]amino]piperidine-1-carboxylate